CS(=O)C1=CC=C(C=C1)C1=CC=C(C=C1)CSC1=C(N=NN1)C(=O)O 5-(((4'-(methylsulfinyl)-[1,1'-biphenyl]-4-yl)methyl)thio)-1H-1,2,3-triazole-4-carboxylic acid